FC1(C[C@]2(C(O[C@@H]([C@H]2[C@H]([C@@H]1C)\C=C\C1=NC=C(C=C1)C1=CC(=CC=C1)F)C)=O)CC(=O)N)F 2-((1R,3aR,6S,7R,7aS)-5,5-difluoro-7-((E)-2-(5-(3-fluorophenyl)pyridin-2-yl)vinyl)-1,6-dimethyl-3-oxooctahydroisobenzofuran-3a-yl)acetamide